ClC1=C(C=C(C=2CCOC21)[C@@H]2S[C@@H]([C@H]([C@@H]([C@H]2O)O)O)CO)CC2=CC=C(C=C2)OC (2S,3R,4R,5S,6R)-2-(7-chloro-6-(4-methoxybenzyl)-2,3-dihydrobenzofuran-4-Yl)-6-(hydroxymethyl)tetrahydro-2H-thiopyran-3,4,5-triol